C(C=C)(=O)OCCCCCCCC[Si](C)(C)F acryloxyoctylfluorodimethylsilane